(S)-3-(5-amino-3-bromo-4-carbamoyl-1H-pyrazol-1-yl)pyrrolidine-1-carboxylic acid tert-butyl ester C(C)(C)(C)OC(=O)N1C[C@H](CC1)N1N=C(C(=C1N)C(N)=O)Br